N=1NN=NC1CC[C@H](CCCC)N (S)-1-(2H-tetrazol-5-yl)heptan-3-amine